6-(((6-(1-(tert-butoxycarbonyl)piperidin-4-yl)pyridin-2-yl)oxy)methyl)nicotinic acid C(C)(C)(C)OC(=O)N1CCC(CC1)C1=CC=CC(=N1)OCC1=NC=C(C(=O)O)C=C1